methyl (7S)-7-methyl-3-(2-{[(1-methyl-1H-pyrazol-3-yl)methyl]amino}ethyl)-2-[2-(2-oxo-1,2-dihydropyridin-1-yl)ethyl]-3H,6H,7H,8H,9H-imidazo[4,5-f]quinoline-6-carboxylate C[C@@H]1N(C2=CC=C3C(=C2CC1)N=C(N3CCNCC3=NN(C=C3)C)CCN3C(C=CC=C3)=O)C(=O)OC